Cl.C(C)N1CCN(CC1)CC=1C=CC(=NC1)NC1=NC=C(C(=N1)C1=CC2=C(N(N=C2C=C1)C)C(C)C)F N-[5-[(4-Ethyl-1-piperazinyl)methyl]-2-pyridinyl]-5-fluoro-4-[2-methyl-3-(1-methylethyl)-2H-indazol-5-yl]-2-pyrimidinamine hydrochloride salt